C12(CCCC1)OC=1C=CC=CC1C=1N=NC(=CC12)N1N=C(N=C1N)NC1=CC(=C(C=C1)N1CCC(CC1)N1CCN(CC1)C)F 1-(spiro[chromeno[4,3-c]pyridazine-5,1'-cyclopentane]-3-yl)-N3-(3-fluoro-4-(4-(4-methylpiperazin-1-yl)piperidin-1-yl)phenyl)-1H-1,2,4-triazole-3,5-diamine